C(C)(C)(C)[Si](OC[Sn](CCCC)(CCCC)CCCC)(C)C t-butyldimethyl-[(tributylstannyl)methoxy]silane